NC1=C(C(=NN1C(C)C)C1=NC=C(C=C1)C(C(=O)NC1=CC(=NO1)C1=C(C=C(C=C1)Cl)Cl)C)C(=O)N 5-Amino-3-(5-(1-((3-(2,4-dichlorophenyl)isoxazol-5-yl)amino)-1-oxopropan-2-yl)pyridin-2-yl)-1-isopropyl-1H-pyrazole-4-carboxamide